6-({4-carboxy-7-hexyl-5H,6H,8H,10H-cyclohepta[b]indole-5-yl}methyl)pyridine-2-carboxylic acid C(=O)(O)C=1C=CC=C2C3=C(N(C12)CC1=CC=CC(=N1)C(=O)O)CC(CCC3)CCCCCC